2-[1-[2,6-dichloro-4-(2,4-dioxohexahydropyrimidin-1-yl)phenyl]-4-hydroxy-4-piperidyl]acetic acid ClC1=C(C(=CC(=C1)N1C(NC(CC1)=O)=O)Cl)N1CCC(CC1)(O)CC(=O)O